COC(C1=C(C=CC=C1)[C@H]1C([C@@H]2[C@@H](OC(O2)(C)C)O1)=C)=O ((3aR,5S,6aR)-2,2-dimethyl-6-methylenetetrahydrofuro[2,3-d][1,3]dioxol-5-yl)benzoic acid methyl ester